(2S)-1-(2-acetamidoacetyl)-N-[(S)-phenyl[4-(propan-2-yl)phenyl]methyl]pyrrolidine-2-carboxamide C(C)(=O)NCC(=O)N1[C@@H](CCC1)C(=O)N[C@H](C1=CC=C(C=C1)C(C)C)C1=CC=CC=C1